6-(2-((4-methoxyphenyl)(methyl)amino)-3-nitrophenyl)-7,8-dihydro-6H-imidazo[1',2':1,5]pyrrolo[2,3-d]pyrimidin COC1=CC=C(C=C1)N(C1=C(C=CC=C1[N+](=O)[O-])N1CCN2C1=CC1=C2N=CN=C1)C